aminomethylphenoxyhexanoic acid NCC(C(=O)O)(CCCC)OC1=CC=CC=C1